3-(2,4-Bis(trifluoromethyl)phenyl)-7-fluoro-1-(3-(4-hydroxycyclohexyl)prop-2-ynyl)-4,5-dihydro-1H-benzo[b]azepine-2(3H)-one FC(C1=C(C=CC(=C1)C(F)(F)F)C1CCC2=C(N(C1=O)CC#CC1CCC(CC1)O)C=CC(=C2)F)(F)F